1-(4-isopropylbenzoyl)-3,4-methylenedioxy-6-nitrobenzene C(C)(C)C1=CC=C(C(=O)C2=CC3=C(C=C2[N+](=O)[O-])OCO3)C=C1